2,6-dimethoxy-4-methylbenzoic acid COC1=C(C(=O)O)C(=CC(=C1)C)OC